5-[4-(2,6-diazaspiro[3.3]heptan-2-ylmethyl)-1-piperidyl]-2-(2,6-dioxo-3-piperidyl)isoindoline-1,3-dione C1N(CC12CNC2)CC2CCN(CC2)C=2C=C1C(N(C(C1=CC2)=O)C2C(NC(CC2)=O)=O)=O